C(=O)(CCCCCCCCC)OC(CCC)OC(=O)CCCCCCCCC butanediol dicaprate